ClC1=C2CN(CC2=CC(=C1OCCCOC1=CC2=C(SC(=C2)C(CCC(=O)OCC)=O)C=C1OC)OC)C(CCC(=O)OCC)=O ethyl 4-(5-(3-((4-chloro-2-(4-ethoxy-4-oxobutanoyl)-6-methoxyisoindolin-5-yl)oxy)propoxy)-6-methoxybenzo[b]thiophen-2-yl)-4-oxobutanoate